O=C1NC(CCC1N1C(C2=CC=C(C=C2C1)CN(C1CCN(CC1)C1=CC(=C(C=C1)NC1=NC=C(C(=C1)NC1=C(C(=O)NC)C=CC=C1)C(F)(F)F)OC)C)=O)=O 2-((2-((4-(4-(((2-(2,6-dioxopiperidin-3-yl)-1-oxoisoindoline-5-yl)methyl)(Methyl)amino)piperidin-1-yl)-2-methoxyphenyl)amino)-5-(trifluoromethyl)pyridin-4-yl)amino)-N-methylbenzamide